C(C)(C)OC(N[C@@H]1CC[C@H](CC1)C=1SC(=CN1)C1=C(C=C(C=C1)N1CCCCC1)S(NCC)(=O)=O)=O Trans-N-[4-[5-[2-(ethylsulfamoyl)-4-[piperidin-1-yl]phenyl]thiazol-2-yl]cyclohexyl]carbamic acid isopropyl ester